methoxybenzyl-aminopyrimidine COC=1C(=NC(=NC1)N)CC1=CC=CC=C1